C(=CC)[NH3+] propenyl-ammonium